(1-Benzyl-piperidin-4-yl)-furan-2-ylmethyl-amine C(C1=CC=CC=C1)N1CCC(CC1)NCC=1OC=CC1